CN[C@H](C(=O)OC(C)(C)C)CCC tert-butyl (S)-2-(methylamino)pentanoate